C(#N)C1=CC=C(C=C1)N1N=CC(=C1)C=1C=C(CC2=NC(=C3NC(=NC3=N2)C2CCCC2)C(=O)N)C=C(C1)F (3-(1-(4-cyanophenyl)-1H-pyrazol-4-yl)-5-fluorobenzyl)-8-cyclopentyl-7H-purine-6-carboxamide